C(C1=CC=CC=C1)N1C(C(CC1=O)(C)C)C(C(C#N)=S1CCCC1)=O 3-(1-Benzyl-3,3-dimethyl-5-oxopyrrolidin-2-yl)-2-(1λ4-thiolan-1-ylidene)-3-oxopropanenitrile